C(CCCCCCC\C=C/C\C=C/CCCCC)N(CCCCCCN)CCCCCCCC\C=C/C\C=C/CCCCC N1,N-di((9Z,12Z)-octadeca-9,12-dien-1-yl)hexane-1,6-diamine